7-methyl-9-allyl-theophylline dicyanamide salt [N-](C#N)C#N.CN1CN(C=2N(C(N(C)C(C12)=O)=O)C)CC=C